N[C@@H]1C2=CC=CC=C2CC12CCN(CC2)C=2NC(C1=C(N2)NN=C1C1(CC1)C1=CN=NC=C1)=O (S)-6-(1-amino-1,3-dihydrospiro[indene-2,4'-piperidin]-1'-yl)-3-(1-(pyridazin-4-yl)cyclopropyl)-1,5-dihydro-4H-pyrazolo[3,4-d]pyrimidin-4-one